2-(2-oxo-6-(trifluoromethyl)-1,5-naphthyridin-1(2H)-yl)acetic acid O=C1N(C2=CC=C(N=C2C=C1)C(F)(F)F)CC(=O)O